NC1=CC=C(C=C1)N=NC1=CCC(C=C1)(NCC)NCC 4-amino-4',4'-diethylaminoazobenzene